C(#N)C1=CC=C(C(=O)N[C@H](C(=O)N2CC(N(CC2)CC)=O)CCCN[C@H]2[C@@H](C2)C2=CC=C(C=C2)F)C=C1 4-Cyano-N-[(2S)-1-(4-ethyl-3-oxopiperazin-1-yl)-5-[[(1R,2S)-2-(4-fluorophenyl)cyclopropyl]amino]-1-oxopentan-2-yl]benzamide